spiro[cyclopentane-1,3'-pyrrolo[2,3-b]pyridine]-2',4(1'h)-dione N1C(C2(C=3C1=NC=CC3)CCC(C2)=O)=O